(1R,2R)-N-(4-heptyl)-1,2-diphenyl-ethylenediamine CCCC(CCC)N[C@@H]([C@H](N)C1=CC=CC=C1)C1=CC=CC=C1